C1(CCCC1)C1=CC(=NN1)NC1=NC=C(C2=C1SC=C2)C#N 7-((5-cyclopentyl-1H-pyrazol-3-yl)amino)thieno[2,3-c]pyridine-4-carbonitrile